2-{3-[(3S)-3-cyclopropylpiperazin-1-yl]-1,2,4-triazin-6-yl}-5-(1,2-thiazol-3-yl)phenol trifluoroacetate FC(C(=O)O)(F)F.C1(CC1)[C@H]1CN(CCN1)C=1N=NC(=CN1)C1=C(C=C(C=C1)C1=NSC=C1)O